C(C)OC1=CC=C(C(=N1)F)C=1CCSC2=C(C1C=1C=NC(=CC1)O[C@@H]1CN(CC1)CCCF)C=CC(=C2)O 4-(6-ethoxy-2-fluoro-3-pyridyl)-5-[6-[(3S)-1-(3-fluoropropyl)pyrrolidin-3-yl]oxy-3-pyridyl]-2,3-dihydro-1-benzothiepin-8-ol